[Na].C(C)OS(=O)(=O)CC.[Na].[Na].C(C)OS(=O)(=O)CC diethyl-sulfonic acid-sesquisodium salt